FC(CN1C(=NC2=NC=C(C=C21)C=2C=CN1N=C(N=CC12)NC1CC2(COC2)C1)C)F 5-(1-(2,2-difluoroethyl)-2-methyl-1H-imidazo[4,5-b]pyridin-6-yl)-N-(2-oxaspiro[3.3]heptan-6-yl)pyrrolo[2,1-f][1,2,4]triazin-2-amine